3-{2-fluoro-5-[(2R)-2-methylmorpholine-4-yl]-3-(trifluoromethyl)phenyl}-1,3-dihydro-2H-imidazole-2-one FC1=C(C=C(C=C1C(F)(F)F)N1C[C@H](OCC1)C)N1C(NC=C1)=O